7-oxo-4-thia-1-azabicyclo[3.2.0]-heptane O=C1CC2SCCN12